O[C@@H]1C[C@H](N(C1)C(=O)[C@@H](NC(CCOCCOCCOCCOCCC(=O)O)=O)C(C)(C)C)C(NCC1=CC=C(C=C1)C1=C(N=CS1)C)=O (S)-18-((2S,4R)-4-hydroxy-2-((4-(4-methylthiazol-5-yl)benzyl)carbamoyl)pyrrolidine-1-carbonyl)-19,19-dimethyl-16-oxo-4,7,10,13-tetraoxa-17-azaicosanoic acid